CP(=O)(C)C1=CC=CC=2N1N=C(N2)NC(CC2=CC(=C(OC1=C(C(=O)N)C=CC=N1)C=C2)F)=O 2-(4-(2-((5-(dimethylphosphoryl)-[1,2,4]triazolo[1,5-a]pyridin-2-yl)amino)-2-oxoethyl)-2-fluorophenoxy)nicotinamide